2,2-Dimethyl-1'-phenyl-2,3-dihydro-1H-spiro[pyrazolo[1,2-a]indazole-9,3'-pyrrolidine]-1,2',5'-trione CC1(C(N2N(C=3C=CC=CC3C23C(N(C(C3)=O)C3=CC=CC=C3)=O)C1)=O)C